COP(OC)(=O)CC(C)=O dimethyl-2-oxopropylphosphonate